N-(3-cyano-4-methyl-1H-indol-7-yl)-1-[(3S,4R)-4-fluoropyrrolidin-3-yl]pyrazole-4-sulfonamide C(#N)C1=CNC2=C(C=CC(=C12)C)NS(=O)(=O)C=1C=NN(C1)[C@H]1CNC[C@H]1F